C1(CCCCC1)C=1CN(C2=CC(=NC=C2C1)NC1=NC=C(C=C1)C)CC 3-cyclohexyl-1-ethyl-7-((5-methylpyridin-2-yl)amino)-1,6-naphthyridin